(3R,5R)-3,5-dimethylpiperazine C[C@@H]1CNC[C@H](N1)C